CC1=NN(C2=NC(=NC=C21)N2CC1(CN(C1)C1=CC(=NC=C1)C(F)(F)F)CC2=O)C2COC2 6-(3-methyl-1-(oxetan-3-yl)-1H-pyrazolo[3,4-d]pyrimidin-6-yl)-2-(2-(trifluoromethyl)pyridin-4-yl)-2,6-diazaspiro[3.4]octan-7-one